Cl.N[C@@H](C[C@H]1C(NCC1)=O)\C=C\1/C(OCC1)=O (3S)-3-[(2S,3Z)-2-amino-3-(2-oxotetrahydrofuran-3-ylidene)propyl]pyrrolidin-2-one hydrochloride